FC=1C(=NC(N(C1)C(C(=O)C1=CC(=C(C=C1)C)F)NC(C1=CC(=CC=C1)C)=O)=O)NC N-(1-(5-fluoro-4-(methylamino)-2-oxopyrimidin-1(2H)-yl)-2-(3-fluoro-4-methylphenyl)-2-oxoethyl)-3-methylbenzamide